3-{4-[3,5-bis(trifluoromethyl)phenyl]-1,3-oxazol-2-yl}propanoic acid methyl ester COC(CCC=1OC=C(N1)C1=CC(=CC(=C1)C(F)(F)F)C(F)(F)F)=O